1-(4-aminophenyl)-3-methyl-1H-pyrrole-2,5-dione NC1=CC=C(C=C1)N1C(C(=CC1=O)C)=O